N-(2-((1r,4r)-2,5-diazabicyclo[2.2.1]hept-2-yl)-5-(hydroxymethyl)phenyl)-2-(2-fluoro-6-methoxyphenyl)pyrimidine-4-carboxamide [C@H]12N(C[C@H](NC1)C2)C2=C(C=C(C=C2)CO)NC(=O)C2=NC(=NC=C2)C2=C(C=CC=C2OC)F